CC1=C(C=CC=C1C1=CC=C(C(=N1)OC)CN1N=NC(=C1)C=O)C1=C(C(=CC=C1)C1=CC=C(C(=N1)OC)CN1N=NC(=C1)C=O)C (((2,2'-dimethyl-[1,1'-biphenyl]-3,3'-diyl)bis(2-methoxypyridine-6,3-diyl))bis(methylene))bis(1H-1,2,3-triazole-4-carbaldehyde)